CN1N=CC=C1C1=C2C=NN(C2=CC=C1)CC(=O)NCC(=O)NCC(=O)O (2-{2-[4-(2-methylpyrazol-3-yl)indazol-1-yl]acetamido}acetamido)acetic acid